trans-isobutene C=C(C)C